C1OCC12CCN(CC2)[C@H]2[C@H](CCCC2)OC=2C=C1CN(C(C1=CC2)=O)C2C(NC(CC2)=O)=O 3-(5-(((1S,2R)-2-(2-oxa-7-azaspiro[3.5]nonan-7-yl)cyclohexyl)oxy)-1-oxoisoindolin-2-yl)piperidine-2,6-dione